[C@H](C)(CC)[C@@H]1N(CC2=C(NC1=O)C=CC=C2F)C(CCO)=O (S)-3-((S)-sec-butyl)-6-fluoro-4-(3-hydroxypropanoyl)-1,3,4,5-tetrahydro-2H-benzo[e][1,4]diazepin-2-one